CN1N=CC(=C1)C1CN(CC2=CC=CC=C12)C(=O)C=1N=NN(C1)C1=NC=C(C=C1)C(F)(F)F [4-(1-Methylpyrazol-4-yl)-3,4-dihydro-1H-isoquinolin-2-yl]-[1-[5-(trifluoromethyl)-2-pyridinyl]triazol-4-yl]methanone